1,3,3,8-tetramethyl-5-[[(1R)-1-[3-(1,1-difluoro-2-hydroxy-ethyl)-2-methyl-phenyl]ethyl]amino]pyrrolo[3,2-g]phthalazin-2-one CN1C(C(C=2C=C3C(=NN=C(C3=CC21)C)N[C@H](C)C2=C(C(=CC=C2)C(CO)(F)F)C)(C)C)=O